OP(=O)(OCCCCCCCCC)OC1CCN(CCC1)C(=O)OC(C)(C)C tert-butyl 4-[hydroxy(nonoxy)phosphoryl]oxyazepane-1-carboxylate